C(CCCCC)C(C(=O)OC1=COC=C1OC(C(CCCCCCCC)CCCCCC)=O)CCCCCCCC furan-3,4-diyl bis(2-hexyldecanoate)